OC1=CC=C(C2=CC=C(C=C12)O)C 1,7-dihydroxy-4-methylnaphthalene